2-cyclohexyl-5-isocyanatopyridine C1(CCCCC1)C1=NC=C(C=C1)N=C=O